4-methyl-4-phenyl-7-(trifluoromethyl)-4H-chromeno[4,3-d]thiazol-2-amine CC1(OC=2C=C(C=CC2C=2N=C(SC21)N)C(F)(F)F)C2=CC=CC=C2